(S)-3-(1-hydroxy-1,3-dihydrobenzo[c][1,2]oxaborole-5-carboxamido)-4-(1-hydroxy-1,3-dihydrobenzo[c][1,2]oxaborole-6-carboxamido)butanoic acid OB1OCC2=C1C=CC(=C2)C(=O)N[C@@H](CC(=O)O)CNC(=O)C=2C=CC1=C(B(OC1)O)C2